4-(1-methyl-1H-pyrazole-yl)-N-((3S,4S)-(3,4,5-trifluorophenyl)piperidin-3-yl)-2-fluorobenzamide CN1N=C(C=C1)C1=CC(=C(C(=O)N[C@@H]2CN(CCC2)C2=CC(=C(C(=C2)F)F)F)C=C1)F